CC1=C(C(=NO1)C1=CC(=CC=C1)S(NC(CC)=O)(=O)=O)C1=CC=C(C=C1)S(=O)(=O)NC(CC)=O N-[4-[5-methyl-3-[3-(propionylsulfamoyl)phenyl]-1,2-oxazol-4-yl]phenyl]sulfonylpropionamide